3-((6-methyl-5-(pyrimidin-2-yl)pyridin-2-yl)amino)pyrrolidine-1-carboxylic acid tert-butyl ester C(C)(C)(C)OC(=O)N1CC(CC1)NC1=NC(=C(C=C1)C1=NC=CC=N1)C